C(OCC[NH3+])COCC[NH3+] 2,2'-(Ethylendioxy)bis(ethylammonium)